O=C1NC(CCC1N1C(C2=CC=C(C=C2C1)N1CCN(CC1)C1CCC(CC1)N1C(C2=CC(=C(C=C2C1)NC(=O)C=1C=NN2C1N=CC=C2)OC(C)C)=O)=O)=O N-(2-((1r,4r)-4-(4-(2-(2,6-dioxopiperidin-3-yl)-1-oxoisoindolin-5-yl)piperazin-1-yl)cyclohexyl)-6-isopropoxy-1-oxoisoindolin-5-yl)pyrazolo[1,5-a]pyrimidine-3-carboxamide